5-chloro-2-(2-fluorophenyl)-3,1-benzoxazin-4-one ClC1=CC=CC2=C1C(OC(=N2)C2=C(C=CC=C2)F)=O